S(=O)(=O)(O)O.COC([C@H](CC)N)=O (S)-2-aminobutyric acid methyl ester sulfate